5-(2,2',5'-trifluoro-biphenyl-4-yl)-3,6-dihydro-2H-1,3,4-oxadiazin-2-one FC1=C(C=CC(=C1)C1=NNC(OC1)=O)C1=C(C=CC(=C1)F)F